OCC(C(C)=O)CCCC 3-(hydroxymethyl)heptan-2-one